5-bromo-2-methyl-6-(trifluoromethyl)indazole BrC1=CC2=CN(N=C2C=C1C(F)(F)F)C